C(C)(C)NC(O[C@H]1C[C@H](CC1)C=1NN=C(C1)NC(=O)[C@@H]1[C@H](C1)C1=C(C(=CC(=C1)OC)O)C=O)=O (1R,3S)-3-{5-[(1S,2S)-2-(2-formyl-3-hydroxy-5-methoxyphenyl)cyclopropaneamido]-2H-pyrazol-3-yl}cyclopentyl N-isopropylcarbamate